6-((6-methoxypyridin-3-yl)methyl)-3,6-diazabicyclo[3.1.1]heptan COC1=CC=C(C=N1)CN1C2CNCC1C2